C(C1=CC=CC=C1)OC1=NC(=NC(=C1CCC)C)NCC1=C(C=C(C=C1)OC)OC 4-benzyloxy-N-[(2,4-dimethoxyphenyl)methyl]-6-methyl-5-propyl-pyrimidin-2-amine